(2S)-2-[4-cyano-2-(1,1-difluoropropyl)phenoxy]propanoic acid C(#N)C1=CC(=C(O[C@H](C(=O)O)C)C=C1)C(CC)(F)F